BrCCCCCCCC(=O)Cl 8-bromooctanoyl chloride